(3-chloro-4-phenoxyphenyl)-6,7-bis(2-methoxyethoxy)quinazolin-4-amine ClC=1C=C(C=CC1OC1=CC=CC=C1)C1=NC2=CC(=C(C=C2C(=N1)N)OCCOC)OCCOC